2-(trifluoromethyl)-5-(3-(difluoromethoxy)phenyl)-N-(3-(piperidin-1-ylmethyl)-1,2,4-thiadiazol-5-yl)furan-3-carboxamide FC(C=1OC(=CC1C(=O)NC1=NC(=NS1)CN1CCCCC1)C1=CC(=CC=C1)OC(F)F)(F)F